C1=CC=CC=2NC3=CC=CC=C3N(C12)C1=CC=C(C(=O)C2=CC(=CC=C2)C(C2=CC=C(C=C2)N2C3=CC=CC=C3NC=3C=CC=CC23)=O)C=C1 1,3-bis[4-(10H-phenazin-10-yl)benzoyl]benzene